α,α,2-trifluoro-3-(trifluoromethyl)-phenylacetic acid FC(C(=O)O)(F)C1=C(C(=CC=C1)C(F)(F)F)F